FC1=C(C=CC(=C1)F)N1C(C2=CC=CC=C2C(N1)=O)=O 2-(2,4-difluorophenyl)-2,3-dihydrophthalazine-1,4-dione